C(C)O[C@H]1C[C@@H](N(CC1)C1CCS(C2=C1C=1C=CNC1C(=C2)C)(=O)=O)C2=CC=C(C(=O)O)C=C2 4-((2R,4R)-4-ethoxy-1-(4-methyl-6,6-dioxido-3,7,8,9-tetrahydrothiopyrano[3,2-e]indol-9-yl)piperidin-2-yl)benzoic acid